O[C@H]1C[C@H](C1)NC1=CC(=NC=N1)NC1=CC(=C2C(=[N+]1[O-])C1(NC2=O)CCCCC1)C 2'-((6-(((cis)-3-hydroxycyclobutyl)amino)pyrimidin-4-yl)amino)-4'-methyl-5'-oxo-5',6'-dihydrospiro[cyclohexane-1,7'-pyrrolo[3,4-b]pyridine] 1'-oxide